C1(CC1)C=1C=NN2C1N=C(C=C2NCC2=CC=C(C=C2)C2=NC=CC=C2C(F)(F)F)NC[C@@H]2[C@H](CNCC2)O (3R,4R)-4-(((3-cyclopropyl-7-((4-(3-(trifluoromethyl)pyridin-2-yl)benzyl)amino)pyrazolo[1,5-a]pyrimidin-5-yl)amino)methyl)piperidin-3-ol